2-(3-chloro-6-(2-(diisopropylcarbamoyl)-4-fluorophenoxy)-1,2,4-triazine-5-yl)-2,7-diazaspiro[3.5]nonane-7-carboxylic acid benzyl ester C(C1=CC=CC=C1)OC(=O)N1CCC2(CN(C2)C=2N=C(N=NC2OC2=C(C=C(C=C2)F)C(N(C(C)C)C(C)C)=O)Cl)CC1